3-indolimine N1=CC(C2=CC=CC=C12)=N